azacyclotridecine-9-carbaldehyde N1C=CC=CC=CC=C(C=CC=C1)C=O